5-HYDROXYQUINOLINE-7-BORONIC ACID OC1=C2C=CC=NC2=CC(=C1)B(O)O